4-(2-(3,6-dihydro-2H-pyran-4-yl)-1H-pyrrolo[2,3-b]pyridin-5-yl)-N-(2,2,2-trifluoroethyl)thiophene-2-carboxamide O1CCC(=CC1)C1=CC=2C(=NC=C(C2)C=2C=C(SC2)C(=O)NCC(F)(F)F)N1